C12CN(CC2C1)C1=NC(=CC2=CN=C(C=C12)Cl)C1=C(C(=CC(=C1Cl)OC)OC)Cl 1-(3-azabicyclo[3.1.0]hex-3-yl)-7-chloro-3-(2,6-dichloro-3,5-dimethoxyphenyl)-2,6-naphthyridine